NCCC=1C(=O)NC(C1)=O Aminoethyl-maleimide